C12(CC3CC(CC(C1)C3)C2)NC(CCCCCC[NH-])C2=CC=CC=3N(C(N(C32)C)=O)C3C(NC(CC3)=O)=O 7-((adamantan-1-yl)amino)-N-(1-(2,6-dioxopiperidin-3-yl)-3-methyl-2-oxo-2,3-dihydro-1H-benzo[d]imidazol-4-yl)heptylamide